N'-[(E)-[4-(propan-2-yl)phenyl]methylidene]benzohydrazide CC(C)C1=CC=C(C=C1)\C=N\NC(C1=CC=CC=C1)=O